glycidyl-3,6-dibromocarbazole C(C1CO1)C1=CC(=CC=2C3=CC(=CC=C3NC12)Br)Br